C1(=CC=CC=C1)C1=NC(=NC(=N1)C1=CC=CC=C1)C1=CC=C(C=C1)C1=CC=C(C=C1)C1=NC(=NC(=N1)C1=CC=CC=C1)C1=CC=CC=C1 4,4'-bis(4,6-diphenyl-1,3,5-Triazine-2-yl)biphenyl